C(C)(C)(C)OC(=O)NCCCC1=C(C=CC(=C1)F)NC1=CN=C(C=C1C(=O)O)C(F)(F)F 5-((2-(3-((tert-butoxycarbonyl)amino)propyl)-4-fluorophenyl)amino)-2-(trifluoromethyl)isonicotinic acid